N1(C=NC=C1)C=1C(=CC(=NC1)NC(C)=O)NC1=NC(=CC(=C1)OC(C)C)S(=O)(=O)C N-(5-(1H-imidazol-1-yl)-4-((4-isopropoxy-6-(methylsulfonyl)pyridin-2-yl)amino)pyridin-2-yl)acetamide